C1(CC1)N(CC[C@@H](C(=O)O)NC(=O)OC1CCC=2C=NC=CC21)CCCCC2=NC=1NCCCC1C=C2 (2S)-4-(cyclopropyl(4-(5,6,7,8-tetrahydro-1,8-naphthyridin-2-yl)butyl)amino)-2-((((6,7-dihydro-5H-cyclopenta[c]pyridin-5-yl)oxy)carbonyl)amino)butanoic acid